5-chloropyridin-3-ol ClC=1C=C(C=NC1)O